2-(3,4-difluoro-5-methoxyphenyl)-7-[(3S)-3-methylpiperazin-1-yl]-4H-pyrido[1,2-a]pyrimidin-4-one FC=1C=C(C=C(C1F)OC)C=1N=C2N(C(C1)=O)C=C(C=C2)N2C[C@@H](NCC2)C